9,9-bis(2-cyanoethyl)fluorene lithium [Li].C(#N)CCC1(C2=CC=CC=C2C=2C=CC=CC12)CCC#N